C([O-])([O-])=O.[Zr+4].C([O-])([O-])=O zirconium carbonate salt